N1C(=NC2=C1C=CC=C2)C2=C(C=CC=C2)NC(C(C)C)=O N-(2-(1H-benzo[d]imidazole-2-yl)phenyl)isobutyramide